C(C1=CC=CC=C1)N(C1=C(C(=O)OC)C(=CC(=C1)OC)C)C methyl 2-(benzyl(methyl)amino)-4-methoxy-6-methylbenzoate